[N-]=C=O.[N-]=C=O.C=CCCCCCCCCCC dodecene diisocyanate